C(CCC)OC1=CC=C(C(=O)NC2=CC=C(C=C2)S(NC=2SC(=NN2)CC)(=O)=O)C=C1 4-butoxy-N-{4-[(5-ethyl-1,3,4-thiadiazol-2-yl)sulfamoyl]phenyl}benzamide